4-[(1R)-1-(5-chloro-2-pyridyl)propyl]piperidin-4-ol ClC=1C=CC(=NC1)[C@@H](CC)C1(CCNCC1)O